2-CHLORO-5-FLUORO-6-METHYLPHENYLBORONIC ACID ClC1=C(C(=C(C=C1)F)C)B(O)O